6-(2-(dimethylamino)ethyl)-5-(N-morpholinyl)pyridin-2-amine CN(CCC1=C(C=CC(=N1)N)N1CCOCC1)C